5-(6-(tert-butylamino)-4-(trifluoromethyl)pyridin-3-yl)-N-(trans-2-hydroxycyclobutyl)-4-((S)-2-methylpyrrolidine-1-carbonyl)thiazole-2-carboxamide C(C)(C)(C)NC1=CC(=C(C=N1)C1=C(N=C(S1)C(=O)N[C@H]1[C@@H](CC1)O)C(=O)N1[C@H](CCC1)C)C(F)(F)F